(3Z,6Z)-3-(3-Fluorophenyl)methylene-6-(5-isopropyl-1-(3-(R)-(2-methylmorpholinyl)propylimidazol-4-yl)methylene)piperazine-2,5-dione, hydrochloride Cl.FC=1C=C(C=CC1)\C=C/1\C(N\C(\C(N1)=O)=C/C=1N=C(NC1C(C)C)CCCN1CC(OCC1)C)=O